6-bromo-4-chloro-7-methyl-2-(trifluoromethyl)-7H-pyrazolo[3,4-h]quinazoline BrC=1C=C2C(=NC(=NC2=C2C1N(N=C2)C)C(F)(F)F)Cl